C(CCCCCCCCCCCCCCCCC)C1=C(C(=C(C=C1C)C(C)(C)C)O)C(C)(C)C octadecyl-2,6-di-t-butyl-p-cresol